FCCNCC1=CC=C(C=C1)N1N=C2C(=CC=CC2=C1)C(=O)N 2-(4-{[(2-fluoroethyl)amino]methyl}phenyl)-2H-indazole-7-carboxamide